C(C)OC(C)N1N=CC(=C1)C1=C(C=2N(C=N1)N=C(N2)NC2=C(C=C(C=C2)S(=O)(=O)C=2C=C(C=CC2)CC2CC(C2)C2=C(C(=O)O)C=CC=C2)F)OC(C)C [3-({3-[4-({7-[1-(1-ethoxyethyl)pyrazol-4-yl]-8-isopropoxy-[1,2,4]triazolo[1,5-c]pyrimidin-2-yl}amino)-3-fluorobenzenesulfonyl]phenyl}methyl)cyclobutyl]benzoic acid